methyl 1-[(4S)-2-[(3-bromo-2-chloro-phenyl)carbamoyl]-4,5,6,7-tetrahydropyrazolo[1,5-a]pyridin-4-yl]azetidine-3-carboxylate BrC=1C(=C(C=CC1)NC(=O)C1=NN2C([C@H](CCC2)N2CC(C2)C(=O)OC)=C1)Cl